C(C)OC(=O)C=1C=C2C(=NC1)C[C@@]1(C(NC3=NC=CC=C31)=O)C2.C(=CC2=CC=CC=C2)C=2C=C(C=CC2)N=C=O m-styryl-isocyanatobenzene ethyl-(S)-2'-oxo-1',2',5,7-tetrahydrospiro[cyclopenta[b]pyridine-6,3'-pyrrolo[2,3-b]pyridine]-3-carboxylate